C1N(CCC2=CC=CC=C12)[C@H]1[C@@H](CN(CC1)C(=O)C1=CC(=NC=C1)NC1C(CN(CC1)C(C)=O)(F)F)O 1-(4-((4-((3R,4R)-4-(3,4-dihydroisoquinolin-2(1H)-yl)-3-hydroxypiperidine-1-carbonyl)pyridin-2-yl)amino)-3,3-difluoropiperidin-1-yl)ethan-1-one